silver methylacetylene CC#C.[Ag]